7-chloroimidazo[1,2-a]pyrimidine-3-carboxylate ClC1=NC=2N(C=C1)C(=CN2)C(=O)[O-]